OC=1C2(N3C=C(C=C3C(C1C(=O)NCC(=O)O)=O)C1=CC=C(C=C1)OC)CCCCC2 (6'-hydroxy-2'-(4-methoxyphenyl)-8'-oxo-8'H-spiro[cyclohexane-1,5'-indolizine]-7'-carbonyl)glycine